C(=O)(OC(C)(C)C)NC(C=O)C N-Boc-2-Amino-propionaldehyde